4-(4-(2-(4-(2-(2,6-dioxopiperidin-3-yl)-1,3-dioxoisoindolin-5-yl)piperazin-1-yl)ethyl)piperidin-1-yl)benzamide O=C1NC(CCC1N1C(C2=CC=C(C=C2C1=O)N1CCN(CC1)CCC1CCN(CC1)C1=CC=C(C(=O)N)C=C1)=O)=O